C(C)OC1=C(C=C(C=C1)F)S(=O)(=O)[N-]C1=CC=2CN3[C@H](COC2N=C1)COCC3=O.[K+] potassium [(2-ethoxy-5-fluorophenyl)sulfonyl][(10aS)-7-oxo-7,8,10a,11-tetrahydro-5H,10H-[1,4]oxazino[3,4-c]pyrido[3,2-f][1,4]oxazepin-3-yl]azanide